C(C)C1=C(NC2=CC=C(C=C12)OC1CCNCC1)C1=CC(=NC=C1)C 3-Ethyl-2-(2-methylpyridin-4-yl)-5-(piperidin-4-yloxy)-1H-indol